[Si].FC1=C(C=CC=C1)F difluorobenzene silicon